FC=1C=C(C=CC1C1=NN2C(N=C(C=C2C2=CC=C(C=C2)OC)C(=O)N2[C@@H](C3=CC=CC=C3CC2)C)=C1)N1C[C@H](CC1)C(=O)N (3S)-1-{3-fluoro-4-[7-(4-methoxyphenyl)-5-[(1R)-1-methyl-1,2,3,4-tetrahydro-isoquinoline-2-carbonyl]pyrazolo[1,5-a]pyrimidin-2-yl]phenyl}pyrrolidine-3-carboxamide